benzyl 4-(1-(tert-butoxycarbonyl) azetidin-3-yl)-1,4-diazacycloheptane-1-carboxylate C(C)(C)(C)OC(=O)N1CC(C1)N1CCN(CCC1)C(=O)OCC1=CC=CC=C1